ethyl 6-(4-(5'-fluoro-[3,3'-bipyridin]-2-yl)piperazin-1-yl)-2-azaspiro[3.4]octane-2-carboxylate FC=1C=C(C=NC1)C=1C(=NC=CC1)N1CCN(CC1)C1CC2(CN(C2)C(=O)OCC)CC1